C1(CC1)S(=O)(=O)NC1=CC(=NC=C1)CNC(C1=CC=C(C=C1)C1=NC(=CN=C1)N1CC(CC1)OC)=O N-[(4-cyclopropanesulfonamidopyridin-2-yl)methyl]-4-[6-(3-methoxypyrrolidin-1-yl)pyrazin-2-yl]benzamide